5,5'-dimethoxybiphenyl COC=1C=CC=C(C1)C1=CC=CC(=C1)OC